ethylenediaminetetraacetic acid tert-butyl-6-(1-methyl-2-oxo-1,2-dihydropyridin-4-yl)-4-azaspiro[2.4]heptane-4-carboxylate C(C)(C)(C)OC(=O)N1C2(CC2)CC(C1)C1=CC(N(C=C1)C)=O.C(CN(CC(=O)O)CC(=O)O)N(CC(=O)O)CC(=O)O